3-(3,6-Difluoropyridin-2-yl)-1-((1r,4r)-4-ethoxycyclohexyl)-1H-pyrazol-4-amine hydrochloride Cl.FC=1C(=NC(=CC1)F)C1=NN(C=C1N)C1CCC(CC1)OCC